C(OCC)(OCC)(OCC)[O-] triethyl orthocarbonate